BrC=1C=NN(C1B1OC(C(O1)(C)C)(C)C)C 4-bromo-1-methyl-5-(4,4,5,5-tetramethyl-1,3,2-dioxaborolan-2-yl)pyrazole